N,N'-Dimethyl-N,N'-di-sec-butyl-p-phenylendiamin CN(C1=CC=C(C=C1)N(C(C)CC)C)C(C)CC